Methyl 2-[1-(2,2-dimethylpropyl)-1H-pyrazol-4-yl]-5-nitrobenzoate CC(CN1N=CC(=C1)C1=C(C(=O)OC)C=C(C=C1)[N+](=O)[O-])(C)C